(5-methyl-2-oxo-1,3-dioxol-4-yl)methyl 2-bromoacetate BrCC(=O)OCC=1OC(OC1C)=O